2-(2-aminopyridin-4-yl)-3-anilino-5-methyl-7-(2,2,2-trifluoroethyl)-1,5,6,7-tetrahydro-4H-pyrrolo[3,2-c]pyridin-4-one NC1=NC=CC(=C1)C1=C(C=2C(N(CC(C2N1)CC(F)(F)F)C)=O)NC1=CC=CC=C1